(S)-2-(((6-(difluoromethoxy)-2-(2-methyl-[1,1'-biphenyl]-3-yl)benzo[d]oxazol-5-yl)methyl)amino)butanoic acid FC(OC1=CC2=C(N=C(O2)C=2C(=C(C=CC2)C2=CC=CC=C2)C)C=C1CN[C@H](C(=O)O)CC)F